ClC=1C(=NC(=CC1)OC)C(=O)O 3-chloro-6-methoxypicolinic acid